ONC(CCCCCCC1=NC(=NC=C1C(=O)N)NC1COC2=C1C=CC(=C2)Cl)=O (7-(hydroxyamino)-7-oxoheptyl)-2-((6-chloro-2,3-dihydrobenzofuran-3-yl)amino)pyrimidine-5-carboxamide